2-(4-methyl-4H-1,2,4-triazol-3-yl)-3'-(1-oxo-4-(trifluoromethyl)isoindolin-2-yl)-[1,1'-biphenyl]-4-carboxamide CN1C(=NN=C1)C1=C(C=CC(=C1)C(=O)N)C1=CC(=CC=C1)N1C(C2=CC=CC(=C2C1)C(F)(F)F)=O